C(C)C1=NN(C2=C1C(NCC1(CCOCC1)C2)=O)CC(COC(C2=CC=C(C=C2)C(NC(C)C)=O)=O)(C)C 4-(isopropylcarbamoyl)benzoic acid [3-(3-ethyl-4-oxo-spiro[6,8-dihydro-5H-pyrazolo[4,3-c]azepin-7,4'-tetrahydropyran]-1-yl)-2,2-dimethyl-propyl] ester